CN(C)CC=1C=C(C=NC1)C(CC(=O)O)N1N=CC2=CC(=CC=C12)OCCC1=NC=2NCCCC2C=C1 3-(5-((Dimethylamino)methyl)pyridin-3-yl)-3-(5-(2-(5,6,7,8-tetrahydro-1,8-naphthyridin-2-yl)ethoxy)-1H-indazol-1-yl)propanoic acid